((1S,4S,5S)-4-(2,6-dimethoxy-4-((R)-2-methyl-3-(trifluoromethyl)octan-2-yl)phenyl)-6,6-dimethylbicyclo[3.1.1]hept-2-en-2-yl)methyl pivalate C(C(C)(C)C)(=O)OCC=1[C@@H]2C([C@H]([C@H](C1)C1=C(C=C(C=C1OC)C(C)([C@@H](CCCCC)C(F)(F)F)C)OC)C2)(C)C